(R)-2-((((2-methoxyethyl)sulfinyl)methyl)thio)-6-(2-methyl-2H-pyrazolo[3,4-b]pyridin-5-yl)-4-phenylpyridine-3,5-dicarbonitrile COCC[S@@](=O)CSC1=NC(=C(C(=C1C#N)C1=CC=CC=C1)C#N)C1=CC=2C(N=C1)=NN(C2)C